((2S,3R,4R)-4-(4-(tert-butyl)benzyl)-2-(3,4,5-trimethoxyphenyl)tetrahydrofuran-3-yl)methanol C(C)(C)(C)C1=CC=C(C[C@@H]2[C@@H]([C@H](OC2)C2=CC(=C(C(=C2)OC)OC)OC)CO)C=C1